tetrahydropyrimido[1,6-a]indol-3-one C1NC(CC2N1C1=CC=CC=C1C2)=O